4-(4-amino-6-(4-(N-methylacrylamido)phenyl)pyrazolo[5,1-f][1,2,4]triazin-5-yl)-2-methoxy-N-(2,2,2-trifluoroethyl)benzamide NC1=NC=NN2C1=C(C(=N2)C2=CC=C(C=C2)N(C(C=C)=O)C)C2=CC(=C(C(=O)NCC(F)(F)F)C=C2)OC